C(C)(C)(C)OC(=O)N1CCN(CC1)C1=CC(=C(C=C1)[N+](=O)[O-])[N+](=O)[O-] 4-(3,4-dinitrophenyl)piperazine-1-carboxylic acid tert-butyl ester